BrC=1C=C2C(N(C(C2=CC1CN1CCN(CC1)C1=CC=C(C=C1)NC1=NC=C2N=C(N(C2=N1)C1CCCC1)NC1=CC=CC=C1)=O)C1C(NC(CC1)=O)=O)=O 5-bromo-6-((4-(4-((9-cyclopentyl-8-(phenylamino)-9H-purin-2-yl)amino)phenyl)piperazin-1-yl)methyl)-2-(2,6-dioxopiperidin-3-yl)isoindoline-1,3-dione